1-(2-cyclopropylthiazolo[5,4-b]pyridin-5-yl)ethan-1-ol titanium diboron [B].[B].[Ti].C1(CC1)C=1SC2=NC(=CC=C2N1)C(C)O